FC1=CC=C2C=C(NC(C2=C1)=O)CCCN1CCN(CC1)C1=NC=CC=C1 7-fluoro-3-(3-(4-(pyridin-2-yl)piperazin-1-yl)propyl)isoquinolin-1(2H)-one